2'-(2-((4-isothiocyanatobutyl)thio)ethoxy)-[1,1'-biphenyl]-2-ol N(=C=S)CCCCSCCOC1=C(C=CC=C1)C=1C(=CC=CC1)O